(2R)-methyl 2-aminopent-4-enoate N[C@@H](C(=O)OC)CC=C